methyl 6-[3-(4-piperidyloxy)phenoxy]pyridine-3-carboxylate N1CCC(CC1)OC=1C=C(OC2=CC=C(C=N2)C(=O)OC)C=CC1